C(C)(C)(C)OC(=O)N1CC(C1)(O)CNC(CCl)=O 3-[[(2-chloroacetyl)amino]methyl]-3-hydroxy-azetidine-1-carboxylic acid tert-butyl ester